ethyl 2,5-dimethoxybenzoate COC1=C(C(=O)OCC)C=C(C=C1)OC